N=1C=CN2C1C=CC(=C2)C2=CC=C(C=C2)S(=O)(=N)[C@@H]2CC[C@H](CC2)NC2=CC=C(C=C2)S(F)(F)(F)(F)F (4-{imidazo[1,2-a]pyridin-6-yl}phenyl)[trans-4-{[4-(pentafluoro-λ6-sulfanyl)phenyl]Amino}cyclohexyl](imino)-λ6-sulfanone